methyl 5-[5-(trifluoromethyl)pyrimidin-2-yl]-3-(trimethylsilylmethyl)triazole-4-carboxylate FC(C=1C=NC(=NC1)C1=C(N(N=N1)C[Si](C)(C)C)C(=O)OC)(F)F